ClC=1C=CC(=C(C1)[C@H]1C[C@H](C1)NC(=O)C=1C=NN(C1)[C@@H](C)C=1N=NC(=C(C1C)C)N1C([C@@H]2C[C@@H]2C1)=O)C#N |o1:19| N-((cis)-3-(5-chloro-2-cyanophenyl)cyclobutyl)-1-((S or R)-1-(4,5-dimethyl-6-((1R,5S)-2-oxo-3-azabicyclo[3.1.0]hexan-3-yl)pyridazin-3-yl)ethyl)-1H-pyrazole-4-carboxamide